Cl.CN1C(C=CC(=C1)CNC)=O 1-methyl-5-(methylaminomethyl)pyridin-2-one hydrochloride